(8-(4,4-Difluoropiperidin-1-yl)-3-fluoroimidazo[1,2-a]pyrazin-6-yl)carbamic acid tert-butyl ester C(C)(C)(C)OC(NC=1N=C(C=2N(C1)C(=CN2)F)N2CCC(CC2)(F)F)=O